NC1=C(C2=C(N=C(N=C2)N[C@@H]2[C@H](CCC2)O)N1C1=C(C(=CC=C1C)OC)C)C(=O)N 6-amino-2-(((1S,2S)-2-hydroxycyclopentyl)amino)-7-(3-methoxy-2,6-dimethylphenyl)-7H-pyrrolo[2,3-d]pyrimidine-5-carboxamide